(Z)-3-(4-Bromo-6-chloro-1-(tetrahydro-2H-pyran-2-yl)-1H-indazol-5-yl)prop-2-en-1-ol BrC1=C2C=NN(C2=CC(=C1\C=C/CO)Cl)C1OCCCC1